N-(7-chloro-6-fluoro-4-isoquinolyl)-1,1-diphenyl-methanimine ClC1=C(C=C2C(=CN=CC2=C1)N=C(C1=CC=CC=C1)C1=CC=CC=C1)F